5-(2-chloro-5-fluoro-4-methylphenyl)-1-ethyl-1H-benzo[d]imidazole-7-carboxylic acid ClC1=C(C=C(C(=C1)C)F)C1=CC2=C(N(C=N2)CC)C(=C1)C(=O)O